N1=CC(=CC=C1)C1=NN(C=C1C1=NC(=NC=C1)NC1=CC=C(C=C1)N1CCN(CC1)C(=O)OC(C)(C)C)CC(F)(F)F tert-Butyl 4-(4-((4-(3-(pyridin-3-yl)-1-(2,2,2-trifluoroethyl)-1H-pyrazol-4-yl)pyrimidin-2-yl)amino)phenyl)piperazine-1-carboxylate